FC1=CC=C2CCC(C2=C1)N1N=C(C=2C1=NC(=NC2)C(=O)OC)C2=CC=C(C=C2)F methyl 1-(6-fluoro-2,3-dihydro-1H-inden-1-yl)-3-(4-fluorophenyl)-1H-pyrazolo[3,4-d]pyrimidine-6-carboxylate